1-((2S,5R)-5-((5-((1S,3S)-2,2-difluoro-3-methylcyclopropyl)-7H-pyrrolo[2,3-d]pyrimidin-4-yl)amino)-2-methylpiperidin-1-yl)prop-2-en-1-one FC1([C@@H]([C@@H]1C)C1=CNC=2N=CN=C(C21)N[C@@H]2CC[C@@H](N(C2)C(C=C)=O)C)F